benzyl((S)-1-(((S)-1-(((S)-1-amino-1-oxo-3-((R)-5-oxo-4-azaspiro[2.4]heptan-6-yl)propan-2-yl)amino)-3-cyclopropyl-1-oxopropan-2-yl)amino)-3-(naphthalen-1-yl)-1-oxopropan-2-yl)carbamate C(C1=CC=CC=C1)OC(N[C@H](C(=O)N[C@H](C(=O)N[C@H](C(=O)N)C[C@H]1C(NC2(CC2)C1)=O)CC1CC1)CC1=CC=CC2=CC=CC=C12)=O